C(CCC)OC(C1CCN(CC1)C1=CC=C(N=N1)C=1CCN(CC1)C(=O)OCC1=CC=CC=C1)OCCCC Benzyl 4-{6-[4-(dibutoxymethyl)piperidin-1-yl]pyridazin-3-yl}-3,6-dihydropyridine-1(2H)-carboxylate